C1(=CC(=CC=C1)C[C@@H]1N(CC2(CC2)[C@@H]1NS(=O)(=O)[C@@H](C)C#N)C(=O)[C@@H]1OCC1)C1=CC=CC=C1 (S)-N-((6S,7S)-6-([1,1'-biphenyl]-3-ylmethyl)-5-((R)-oxetane-2-carbonyl)-5-azaspiro[2.4]heptan-7-yl)-1-cyanoethane-1-sulfonamide